C(C)(C)N1N=C2C(N=C(N=C2NC(C)C=2C=NC3=CC=CC=C3C2)N2CCN(CC2)C(C)=O)=C1C 1-{4-[2-Isopropyl-3-methyl-7-(1-quinolin-3-yl-ethylamino)-2H-pyrazolo[4,3-d]pyrimidin-5-yl]-piperazin-1-yl}-ethanon